(R)-4-(2-chloro-6-methylimidazo[1,5-a]pyrimidin-4-yl)-3-methylmorpholine ClC1=NC=2N(C(=C1)N1[C@@H](COCC1)C)C(=NC2)C